(2R)-1-[2-[(7S)-3,7-dimethyl-4,5,6,7-tetrahydroindazol-2-yl]acetyl]-2-(3-methoxy-2-methyl-phenyl)pyrrolidine-3-one CC=1N(N=C2[C@H](CCCC12)C)CC(=O)N1[C@@H](C(CC1)=O)C1=C(C(=CC=C1)OC)C